ClC1=CC=C(C=CS(=O)(=O)O)C=C1 4-chlorostyrenesulfonic acid